C1(CCC1)NC(C)(C)C1=CC=C2CN(C(C2=C1)=O)C1=NC(=CC(=C1)C1=C(C=C(C#N)C=C1)C1=NN=CN1C)C1CC1 4-(2-{6-[2-(Cyclobutylamino)propan-2-yl]-1-oxo-3H-isoindol-2-yl}-6-cyclopropylpyridin-4-yl)-3-(4-methyl-1,2,4-triazol-3-yl)benzonitrile